ClN1C(N(C(C1(C)C)=O)Cl)=O 1,3-Dichloro-5,5-dimethyl-imidazolidine-2,4-dione